trimethyl-aminohydroxypropyl chloride CC(CCl)(C(O)(N)C)C